C(C)C(C(=O)N)N1C(C2=C(CC1)SC(=C2)C2=NC(=NC=C2C)NC2=CC=NN2C)=O ethyl-2-(2-(5-methyl-2-((1-methyl-1H-pyrazol-5-yl)amino)pyrimidin-4-yl)-4-oxo-6,7-dihydrothieno[3,2-c]pyridin-5(4H)-yl)acetamide